C(C)C=1N=C2N(C=C(C=C2)C=2C=NC(=NC2)N2CCN(CC2)C(=O)N2C[C@@H](CC2)O)C1N(C=1SC(=C(N1)C1=CC=C(C=C1)F)C#N)C (R)-2-((2-ethyl-6-(2-(4-(3-hydroxypyrrolidine-1-carbonyl)piperazin-1-yl)pyrimidin-5-yl)imidazo[1,2-a]pyridin-3-yl)(methyl)amino)-4-(4-fluorophenyl)thiazole-5-carbonitrile